C1(CCC1)OC=1C=C(C(=O)O)C=C(C1C(NS(=O)(=O)C1(CC1)C)=O)C(F)(F)F 3-cyclobutoxy-4-(((1-methylcyclopropyl)sulfonyl)carbamoyl)-5-(trifluoromethyl)benzoic acid